BrC[SiH2]C(OC)OC (bromomethyl)dimethoxymethylsilane